2,6-dinitropyridin-3-ol [N+](=O)([O-])C1=NC(=CC=C1O)[N+](=O)[O-]